FC(C=1C=C(C=C(C1)C(F)(F)F)[C@@H](C)O)(F)F (R)-1-(3,5-bis(trifluoromethyl)phenyl)ethanol